CC1=CC=C(C(=N1)C1=CC(=NN1)NC=1N=CC(=NC1)C#N)O[C@H]1C[C@@H](CC1)NC 5-((5-(6-methyl-3-(((1R,3R)-3-(methylamino)cyclopentyl)oxy)pyridin-2-yl)-1H-pyrazol-3-yl)amino)pyrazine-2-carbonitrile